FC(C(=O)O)(F)F.C(C)OC1=C(C(=O)NC(C)C2=CC(=CC=C2)N2CCNCC2)C=C(C=C1)NC(C(C)C)=O 2-ethoxy-5-isobutyrylamino-N-(1-(3-(piperazin-1-yl)phenyl)ethyl)benzamide 2,2,2-trifluoroacetate salt